C(C)(C)(C)OC(CCCN(C1=C(CN2CCN(CC2)C(=O)O)C=CC(=C1)C(F)(F)F)CC1=CC=C(C=C1)OC)=O 4-(2-((4-(tert-butoxy)-4-oxobutyl)(4-methoxybenzyl)amino)-4-(trifluoromethyl)benzyl)piperazine-1-carboxylic acid